C12N(CC(CC1)C2)C=2N(C(C(=CN2)N[C@H](C)C2=CC1=C(OC3=C1C=CC=C3)C=C2)=O)CC(=O)OC(C)(C)C Tert-butyl 2-(2-(2-azabicyclo[2.2.1]heptan-2-yl)-5-(((R)-1-(dibenzo[b,d]furan-2-yl)ethyl)amino)-6-oxopyrimidin-1(6H)-yl)acetate